CN1C=NC(=C1C)C1=CC=C(C=C1)C1=CC(=NC=N1)NCCN1C(=CC2=C(C=CC(=C12)F)OC)C#N 1-(2-{6-[4-(1,5-Dimethyl-1H-imidazol-4-yl)-phenyl]-pyrimidin-4-ylamino}-ethyl)-7-fluoro-4-methoxy-1H-indol-2-carbonitril